2-chloro-4-(4-isopropyl-1H-1,2,3-triazol-1-yl)pyridin-3-amine ClC1=NC=CC(=C1N)N1N=NC(=C1)C(C)C